C(C(=O)O)(=O)O.FC([C@@H]1C[C@H](C1)CN)(F)F ((trans)-3-(trifluoromethyl)cyclobutyl)methylamine oxalate